BrC=1C=C(C=C2C=C(N(C12)CC1CC1)C1=CCCN(C1)C(=O)OC(C)(C)C)C(N(C)C)=O tert-butyl 5-[7-bromo-1-(cyclopropylmethyl)-5-(dimethylcarbamoyl)indol-2-yl]-3,6-dihydro-2H-pyridine-1-carboxylate